5-(tert-butyl)-2-methoxybenzenesulfonamide C(C)(C)(C)C=1C=CC(=C(C1)S(=O)(=O)N)OC